(4-([1,2,4]triazolo[1,5-a]pyridin-6-yl)-5-(6-methylpyridin-2-yl)-1H-imidazol-2-yl)acetamide N=1C=NN2C1C=CC(=C2)C=2N=C(NC2C2=NC(=CC=C2)C)CC(=O)N